(3-((2-(dimethylamino)ethyl)(methyl)amino)-4-nitrophenyl)methanone CN(CCN(C=1C=C(C=CC1[N+](=O)[O-])C=O)C)C